2-(2,6-difluoro-4-(3-(1-(5-propylpyrimidin-2-yl)piperidin-4-yl)propoxy)phenyl)-1-(3-(hydroxymethyl)azetidin-1-yl)ethan-1-one nitrovalerate [N+](=O)([O-])C(C(=O)O)CCC.FC1=C(C(=CC(=C1)OCCCC1CCN(CC1)C1=NC=C(C=N1)CCC)F)CC(=O)N1CC(C1)CO